2,4-dimethyl-6-p-methylphenyl-1,3,5-triazine CC1=NC(=NC(=N1)C)C1=CC=C(C=C1)C